1-methyl-indoline-2,3-dione CN1C(C(C2=CC=CC=C12)=O)=O